Cl.N[C@@H]1C(N(C2=C(OC1)C=CC(=C2)C(=O)N2CCC(CC2)O)C)=O (S)-3-amino-7-(4-hydroxypiperidine-1-carbonyl)-5-methyl-2,3-dihydrobenzo[b][1,4]oxazepin-4(5H)-one hydrochloride